2,7-dibromo-6,6,12,12-tetraoctyl-indenofluorene BrC=1C=C2C(C=3C(=CC(C4=C5C(=CC=CC5=CC34)Br)(CCCCCCCC)CCCCCCCC)C2=CC1)(CCCCCCCC)CCCCCCCC